5-(2-chloropiperazin-1-yl)-7-hydroxy-2,3-dihydro-1,4-benzodioxine ClC1N(CCNC1)C1=CC(=CC=2OCCOC21)O